C(C1=CC=CC=C1)N1CC2(CC1)C(NC1=C(C(=C(C=C12)Cl)Cl)C)=O 1'-benzyl-5,6-dichloro-7-methyl-1H-spiro[indole-3,3'-pyrrolidin]-2-one